N[C@@]1(CN(CC1)C1=C(C=NC(=C1C1=CC(=CC(=C1)F)F)C#N)C(=O)NC1COCCC1)C 4-[(3S)-3-amino-3-methylpyrrolidin-1-yl]-6-cyano-5-(3,5-difluorophenyl)-N-(oxan-3-yl)pyridine-3-carboxamide